N-{4-[7-(5-chloro-2-fluorophenyl)-1H,2H,3H-pyrido[3,4-b][1,4]oxazin-1-yl]pyridin-2-yl}-3-(1-methylpiperidin-4-yl)propanamide ClC=1C=CC(=C(C1)C1=CC2=C(OCCN2C2=CC(=NC=C2)NC(CCC2CCN(CC2)C)=O)C=N1)F